thiol(monothiol) S1C(=CC=C1)S